tert-butyl 4-[3-(2,6-dioxo-3-piperidyl)-1-methyl-indazol-7-yl]oxypiperidine-1-carboxylate O=C1NC(CCC1C1=NN(C2=C(C=CC=C12)OC1CCN(CC1)C(=O)OC(C)(C)C)C)=O